2-methyl-N-[2-oxo-2-(2,2,2-trifluoroethylamino)ethyl]-4-[(5S or R)-5-[3-chloro-2-fluoro-5-(trifluoromethyl)phenyl]-5-(trifluoromethyl)-4H-isoxazol-3-yl]benzamide CC1=C(C(=O)NCC(NCC(F)(F)F)=O)C=CC(=C1)C1=NO[C@](C1)(C(F)(F)F)C1=C(C(=CC(=C1)C(F)(F)F)Cl)F |o1:22|